C(C)C(C(=O)O)CCC ethylpentanoic acid